N-(6-amino-5-methylpyridin-3-yl)-2-((2R,5S)-5-methyl-2-(2-(1-methyl-1H-imidazol-4-yl)benzo[d]thiazol-5-yl)piperidin-1-yl)-2-oxoacetamide NC1=C(C=C(C=N1)NC(C(=O)N1[C@H](CC[C@@H](C1)C)C=1C=CC2=C(N=C(S2)C=2N=CN(C2)C)C1)=O)C